ClC=1C=CC(=C2C(=C(C(=NC12)S(=O)C=1C=NC=NC1)C(C)=O)C(F)(F)F)C 1-(8-chloro-5-methyl-2-(pyrimidin-5-ylsulfinyl)-4-(trifluoromethyl)quinolin-3-yl)ethan-1-one